3,3'-oxybis(ethyleneoxy)bis(propylamine) O(CCOCCCN)CCOCCCN